OC1=CC=C(C=C1)C=CC(=O)C1=CC=C(C=C1)C(C)C 3-(4-Hydroxyphenyl)-1-(4-propan-2-ylphenyl)prop-2-en-1-one